methyl (S)-3-((5-(4'-((tert-butoxycarbonyl)amino)-4'H,6'H-spiro[piperidine-4,5'-pyrrolo[1,2-b]pyrazol]-1-yl)imidazo[1,2-c]pyrimidin-8-yl)thio)propanoate C(C)(C)(C)OC(=O)N[C@H]1C2(CN3N=CC=C31)CCN(CC2)C2=NC=C(C=3N2C=CN3)SCCC(=O)OC